3,3-bis(9H-carbazol-9-yl)-1,1-biphenyl C1=CC=CC=2C3=CC=CC=C3N(C12)C1(CC(=CC=C1)C1=CC=CC=C1)N1C2=CC=CC=C2C=2C=CC=CC12